C(C)OC(=O)C=1C=C(NC1C1=CC=CC=C1)C1=CC(=CC=C1)OC (3-methoxyphenyl)-5-phenylAzole-4-carboxylic acid ethyl ester